N1=C(C=CC=C1)NCC1(CCC1)C(=O)O 1-{[(pyridin-2-yl)amino]-methyl}cyclobutane-1-carboxylic acid